N1C(=NC=C1)C(CC)N1C[C@@]2(CCN3N=C(C=C32)C=3C=C(C(=NC3)N)C(F)(F)F)CC1 5-{(3S)-1-[1-(1H-imidazol-2-yl)propyl]-5',6'-dihydrospiro[pyrrolidine-3,4'-pyrrolo[1,2-b]pyrazol]-2'-yl}-3-(trifluoromethyl)pyridin-2-amine